Methyl (S)-2-hydroxy-4-methyl-6-((1,1,1-trifluoropropan-2-yl)oxy)benzoate OC1=C(C(=O)OC)C(=CC(=C1)C)O[C@H](C(F)(F)F)C